(Z)-hexadec-9-en-1-ol C(CCCCCCC\C=C/CCCCCC)O